(R)-2-((S)-2-((tert-Butoxycarbonyl)(methyl)amino)-N,4-dimethylpentanamido)-4-(3-(tert-butyl)-1,2,4-oxadiazol-5-yl)butanoic acid C(C)(C)(C)OC(=O)N([C@H](C(=O)N(C)[C@@H](C(=O)O)CCC1=NC(=NO1)C(C)(C)C)CC(C)C)C